2-(4-Acetamidophenyl)-N-(2-oxo-2,3-dihydro-1H-benzo[d]imidazol-5-yl)acetamide C(C)(=O)NC1=CC=C(C=C1)CC(=O)NC1=CC2=C(NC(N2)=O)C=C1